COC1=CC=CC(=N1)C1=NC=CC(=C1)C 6'-methoxy-4-methyl-2,2'-bipyridine